BrC=1C=CC(=NC1)C(COC(C)(C)C)=O 1-(5-bromopyridin-2-yl)-2-(tert-butoxy)ethan-1-one